(R)-N-(2-(4,4-difluoropiperidin-1-yl)-6-methylpyrimidin-4-yl)-4-((2-hydroxy-1-methylethyl)sulfonylamino)-2-(6-azaspiro[2.5]oct-6-yl)benzamide FC1(CCN(CC1)C1=NC(=CC(=N1)NC(C1=C(C=C(C=C1)NS(=O)(=O)[C@@H](CO)C)N1CCC2(CC2)CC1)=O)C)F